O.C(C(=O)O)(=O)O.N[C@@H](CC1=CC=CC=C1)C(=O)OC[C@H]1O[C@H]([C@@H]([C@H]([C@@H]1O)O)O)C1=CC(=C(C=C1)Cl)CC1=CC=C(C=C1)O[C@@H]1COCC1 ((2R,3S,4R,5R,6S)-6-(4-chloro-3-(4-(((S)-tetrahydrofuran-3-yl)oxy)benzyl)phenyl)-3,4,5-trihydroxytetrahydro-2H-Pyran-2-yl)methyl L-phenylalaninate oxalic acid salt monohydrate